NCCOCCS(=O)(=O)C1=C2CN(CC2=CC=C1)C1C(NC(CC1)=O)=O 4-((2-(2-aminoethoxy)ethyl)sulfonyl)-2-(2,6-dioxopiperidin-3-yl)isoindoline